9-(3'''',4''-di(9H-carbazol-9-yl)-[1,1':2',1'':3'',1''':3''',1''''-quinquephenyl]-3-yl)-9H-pyrido[2,3-b]indole C1=CC=CC=2C3=CC=CC=C3N(C12)C=1C=C(C=CC1)C=1C=C(C=CC1)C=1C=C(C=CC1N1C2=CC=CC=C2C=2C=CC=CC12)C=1C(=CC=CC1)C1=CC(=CC=C1)N1C2=C(C3=CC=CC=C13)C=CC=N2